8-(3-azabicyclo[3.1.0]hex-3-yl)-3,4-dimethylpyrimidino[4',5':4,5]thieno[2,3-c]pyridazine C12CN(CC2C1)C1=NC=NC2=C1SC=1N=NC(=C(C12)C)C